BrC=1C=C(C2=C(N(C(N2CC)=O)C=2SC(=NN2)C(F)F)C1)N1CCN(CC1)C(=O)OC(C)(C)C tert-butyl 4-(6-bromo-1-(5-(difluoromethyl)-1,3,4-thiadiazol-2-yl)-3-ethyl-2-oxo-2,3-dihydro-1H-benzo[d]imidazol-4-yl)piperazine-1-carboxylate